C(#N)C=1C=C(C(=NC1)OC)S(=O)(=O)NC1=C(C(=C(C=C1)F)COC=1C=C2C(=NC1)NN=C2C(C)C)F 5-cyano-N-[2,4-difluoro-3-[([3-isopropyl-1H-pyrazolo[3,4-b]pyridin-5-yl]oxy)methyl]phenyl]-2-methoxypyridine-3-sulfonamide